C(#N)C=1C=C(C=CC1O[C@@H]1[C@@H]2[C@H](OC1)[C@H](CO2)O)C=2SC(=C(N2)C)C(=O)OCC ethyl 2-(3-cyano-4-{[(3S,3aR,6S,6aR)-6-hydroxyhexahydrofuro[3,2-b]furan-3-yl] oxy} phenyl)-4-methylthiazole-5-carboxylate